C(N1N=CC(=C1)C=1N=CC=2N(C1)N=CC2C#N)([2H])([2H])[2H] 6-(1-(methyl-d3)-1H-pyrazol-4-yl)pyrazolo[1,5-a]pyrazine-3-carbonitrile